(R)-2-(4-(5-(7,8-dimethyl-[1,2,4]triazolo[1,5-a]pyridin-6-yl)-6-isopropyl-4H-pyrrolo[3,2-d]thiazol-2-yl)-3-methylpiperazin-1-yl)-N,N-dimethylacetamide CC1=C(C=2N(C=C1C1=C(C=3N=C(SC3N1)N1[C@@H](CN(CC1)CC(=O)N(C)C)C)C(C)C)N=CN2)C